O=C1NC(CCC1N1C(N(C2=C1C=CC(=C2)CCCN2C(CC(CC2)C=O)=O)C)=O)=O 1-[3-[1-(2,6-Dioxo-3-piperidyl)-3-methyl-2-oxo-benzimidazol-5-yl]propyl]-2-oxo-piperidine-4-carbaldehyde